CC1(OB(OC1(C)C)C=1C=NN(C1)C1=NC=C(C=C1)C(F)(F)F)C 2-[4-(4,4,5,5-tetramethyl-1,3,2-dioxaborolan-2-yl)pyrazol-1-yl]-5-(trifluoromethyl)pyridine